4-methoxy-7-(1-methyl-1H-pyrazol-5-yl)-N-(3-(methylamino)-3-oxopropyl)-N-(pyridin-2-ylmethyl)benzo[b]thiophene-2-carboxamide COC1=CC=C(C=2SC(=CC21)C(=O)N(CC2=NC=CC=C2)CCC(=O)NC)C2=CC=NN2C